diguanidine, trihydrate O.O.O.NC(=N)N.NC(=N)N